((S)-4-acryloyl-2-methylpiperazin-1-yl)-6-fluoro-7-(2-fluoro-6-hydroxyphenyl)-1-(2-isopropyl-6-(isopropylsulfonyl)phenyl)pyrido[2,3-d]pyrimidin-2(1H)-one C(C=C)(=O)N1C[C@@H](N(CC1)C=1C2=C(N(C(N1)=O)C1=C(C=CC=C1S(=O)(=O)C(C)C)C(C)C)N=C(C(=C2)F)C2=C(C=CC=C2O)F)C